(5-bromothiophen-2-yl)methanamine BrC1=CC=C(S1)CN